The molecule is a monocarboxylic acid anion that is the conjugate base of bisorcic, obtained by deprotonation of the carboxy group; major species at pH 7.3. It is a conjugate base of a bisorcic. CC(=O)NCCC[C@@H](C(=O)[O-])NC(=O)C